OC[C@H]([C@@H](C=C)C)NC(OCC1=CC=CC=C1)=O |r| benzyl rac-((2S,3R)-1-hydroxy-3-methylpent-4-en-2-yl)carbamate